[(2S,3S,4R,5R)-5-[4-(3-azabicyclo[3.1.0]-hexan-3-yl)-2-chloro-pyrrolo[2,3-d]-pyrimidin-7-yl]-3,4-dihydroxy-tetrahydro-furan-2-yl]methyl-sulfonylmethylphosphonic acid C12CN(CC2C1)C=1C2=C(N=C(N1)Cl)N(C=C2)[C@H]2[C@@H]([C@@H]([C@H](O2)CS(=O)(=O)CP(O)(O)=O)O)O